N[C@@H](C(=O)NCC=1SC(=CC1)C(CSC1=NC(=NC2=CC=C(C=C12)OC)C)=O)C (R)-2-amino-N-((5-(2-((6-methoxy-2-methylquinazolin-4-yl)thio)acetyl)thiophen-2-yl)methyl)propanamide